Cl[Si]([Si](C)(C)NN(C)C)(C)C 2-(2-chloro-1,1,2,2-tetramethyldisilan-1-yl)-1,1-dimethylhydrazine